tert-butyl (3S,4R)-4-(3-hydroxy-4-methyl-2-oxopyrrolidin-1-yl)piperidine-1-carboxylate O[C@@H]1C(N(C[C@H]1C)C1CCN(CC1)C(=O)OC(C)(C)C)=O